(S)-3,3-dimethyl-N-(((R)-2-methyl-2,4,5,6-tetrahydro-1H-cyclobuta[f]inden-3-yl)carbamoyl)-N'-trityl-2,3-dihydropyrazolo[5,1-b]oxazole-7-sulfonimidamide CC1(N2C(OC1)=C(C=N2)[S@@](=O)(NC(NC2=C1C(=CC=3CCCC23)C[C@H]1C)=O)=NC(C1=CC=CC=C1)(C1=CC=CC=C1)C1=CC=CC=C1)C